C1=C(C=CC2=CC=CC=C12)C(=C)NC(C)=O N-(1-(naphthalene-2-yl)vinyl)acetamide